C(C)(C)(C)OC(=O)N1C2(CC2)CC(=CC1)C=1C=NC(=CC1)N 7-(6-amino-3-pyridinyl)-4-azaspiro[2.5]oct-6-ene-4-carboxylic acid tert-butyl ester